ClC1=C(C(=C(C(=C1[N+](=O)[O-])Cl)Cl)Cl)[N+](=O)[O-] 1,3,4,5-tetrachloro-2,6-dinitrobenzene